CNC(C(C(F)(F)F)Cl)=O N-Methyl-2-chloro-3,3,3-trifluoropropionamide